2-(6-(4-methylpiperazin-1-yl)pyridin-3-yl)-N4-(3-methyl-2-oxo-2,3-dihydrobenzo[d]oxazol-5-yl)-5-methylpyrimidine-2,4-diamine CN1CCN(CC1)C1=CC=C(C=N1)C1(NC=C(C(=N1)NC=1C=CC2=C(N(C(O2)=O)C)C1)C)N